[C].C(CCCCCCC)(=O)O n-octanoic acid carbon